CS/C(=C/C(=O)C1=CC=CC=C1)/NC1=CC=CC=C1 (E)-3-(methylthio)-1-phenyl-3-(phenylamino)prop-2-en-1-one